1,2-dihydroxyhexadecane OCC(CCCCCCCCCCCCCC)O